4-methoxy-6-methyl-1H-indole COC1=C2C=CNC2=CC(=C1)C